4-(6-(2,5-Difluorophenyl)-6-(1-methyl-2-oxo-1,2-dihydropyridin-3-yl)hex-1,3-diyn-1-yl)-1H-pyrrole FC1=C(C=C(C=C1)F)C(CC#CC#CC=1C=CNC1)C=1C(N(C=CC1)C)=O